N1N=NN=C1C1=CC=C(C=C1)NC(CCCN1C(S\C(\C1=O)=C/C1=NC=C(C=C1)Br)=O)=O (Z)-N-(4-(1H-tetrazol-5-yl)phenyl)-4-(5-((5-bromopyridin-2-yl)methylene)-2,4-dioxothiazolidin-3-yl)butanamide